6-[[4-[[(1S)-2-hydroxy-1-phenyl-ethyl]amino]-5-(3-methyl-1,2,4-oxadiazol-5-yl)pyrimidin-2-yl]amino]-3,4-dihydro-2H-isoquinolin-1-one OC[C@H](C1=CC=CC=C1)NC1=NC(=NC=C1C1=NC(=NO1)C)NC=1C=C2CCNC(C2=CC1)=O